2,9,10-trimethoxy-3-[(trideuterio)-methoxy]-6,8,13,13a-tetrahydro-5H-isoquinolino[2,1-b]Isoquinoline COC=1C(=CC=2CCN3CC=4C(=C(C=CC4CC3C2C1)OC)OC)OC([2H])([2H])[2H]